8-fluoro-1,1-dioxo-2,3-dihydro-1lambda6,5-benzothiazepin-4-one FC1=CC2=C(NC(CCS2(=O)=O)=O)C=C1